(2S,4S)-N-(3,4-Difluorophenyl)-N-ethyl-4-(methyl(5-oxopyrrolidin-3-yl)amino)-1-(6-methyl-4-(trifluoromethyl)pyridin-2-yl)pyrrolidine-2-carboxamide FC=1C=C(C=CC1F)N(C(=O)[C@H]1N(C[C@H](C1)N(C1CNC(C1)=O)C)C1=NC(=CC(=C1)C(F)(F)F)C)CC